COC1=NNC(=C1)C(=O)OCC ethyl 3-methoxy-1H-pyrazole-5-carboxylate